(R)-N-(2-(4-acetamidophenyl)thieno[3,2-c]pyridin-4-yl)-2-fluoro-4-(1-methyl-1H-1,2,3-triazol-4-yl)-N-(piperidin-3-yl)benzamide C(C)(=O)NC1=CC=C(C=C1)C1=CC=2C(=NC=CC2S1)N(C(C1=C(C=C(C=C1)C=1N=NN(C1)C)F)=O)[C@H]1CNCCC1